C(C)(C)(C)C1=C(N)C(=CC=C1)B1OC(C(O1)(C)C)(C)C 2-(tert-butyl)-6-(4,4,5,5-tetramethyl-1,3,2-dioxaborolan-2-yl)aniline